C(C)N1C[C@H]2[C@H](OCCN2C2=CC=C(N=N2)C2=C(C=C(C=C2C)Cl)O)CC1 2-[6-[(4aS,8aR)-6-ethyl-3,4a,5,7,8,8a-hexahydro-2H-pyrido[4,3-b][1,4]oxazin-4-yl]pyridazin-3-yl]-5-chloro-3-methyl-phenol